1-(4-(7-(2-fluoro-6-hydroxyphenyl)-6-methyl-2-(((S)-1-methylpyrrolidin-2-yl)methoxy)-5,6,7,8-tetrahydropyrido[4,3-d]pyrimidin-4-yl)piperazin-1-yl)prop-2-en-1-one FC1=C(C(=CC=C1)O)C1CC=2N=C(N=C(C2CN1C)N1CCN(CC1)C(C=C)=O)OC[C@H]1N(CCC1)C